Cl.FC1(CCC(CC1)CN1C[C@H](NCC1)COC(F)F)F (S)-1-((4,4-difluorocyclohexyl)methyl)-3-((difluoromethoxy)methyl)piperazine hydrochloride